(3R)-3-[3-[4-[4-[1-[3-amino-6-(2-hydroxyphenyl)pyridazin-4-yl]pyrazol-4-yl]piperazin-1-yl]cyclohexyl]-N-methyl-anilino]piperidine-2,6-dione NC=1N=NC(=CC1N1N=CC(=C1)N1CCN(CC1)C1CCC(CC1)C=1C=C(N(C)[C@H]2C(NC(CC2)=O)=O)C=CC1)C1=C(C=CC=C1)O